CC1([C@]2(C(NC(N2)=O)=O)CCN(C1)C1=NC=CC(=N1)C1=NC2=CC(=NC=C2C=C1)CNC(C1=CN=C(C(=C1)S(=O)(=O)C)C)=O)C (S)-N-((2-(2-(6,6-dimethyl-2,4-dioxo-1,3,8-triazaspiro[4.5]decan-8-yl)pyrimidin-4-yl)-1,6-naphthyridin-7-yl)methyl)-6-methyl-5-(methylsulfonyl)nicotinamide